C(#N)C1=CC=C(C=N1)CN1N=C2C3=C(CCC2=C1)OC(=C3C)C(=O)OCC ethyl 2-[(6-cyanopyridin-3-yl)methyl]-8-methyl-4,5-dihydro-2H-furo[2,3-g]indazole-7-carboxylate